3-(1-ethoxy-1-oxopropan-2-ylidene)azetidine-1-carbamic acid tert-butyl ester C(C)(C)(C)OC(NN1CC(C1)=C(C(=O)OCC)C)=O